NN[C@@H](CN)C(=O)O amino-3-amino-alanine